ClCC1=CC=C(OCC2=CC(=CC=C2)C)C=C1 1-((4-(chloromethyl)phenoxy)methyl)-3-methylbenzene